(S)-4-[2-benzoylamino-2-(4-ethylthiazol-2-yl)ethyl]phenylaminosulfonic acid C(C1=CC=CC=C1)(=O)N[C@@H](CC1=CC=C(C=C1)NS(=O)(=O)O)C=1SC=C(N1)CC